(benzyl-methyl-amino)-3',4'-dihydroxyacetophenone C(C1=CC=CC=C1)N(C)CC(=O)C1=CC(=C(C=C1)O)O